5-(pyridin-3-yl)-1,3,4-thiadiazol-2-amine N1=CC(=CC=C1)C1=NN=C(S1)N